2-(1-(2,2-difluoroethyl)-1H-pyrazol-4-yl)-6-methyl-4-tosylmorpholine FC(CN1N=CC(=C1)C1CN(CC(O1)C)S(=O)(=O)C1=CC=C(C)C=C1)F